ClC=1C=C(N=NC1)I 5-chloro-3-iodopyridazine